8-bromoisoquinoline-5-carbaldehyde BrC1=CC=C(C=2C=CN=CC12)C=O